methyl 2-allyl-4-(3-methoxypropyl)-8-nitro-1,2,3,4-tetrahydroquinoline-6-carboxylate C(C=C)C1NC2=C(C=C(C=C2C(C1)CCCOC)C(=O)OC)[N+](=O)[O-]